1-[(4-iodophenyl)methyl]Pyrrolidin-2-one IC1=CC=C(C=C1)CN1C(CCC1)=O